methyl-2-iodo-4,6-diphenyl-1,3,5-triazine CN1C(N=C(N=C1C1=CC=CC=C1)C1=CC=CC=C1)I